methyl 5-amino-4-carbamoyl-2-ethyl-6-(3-methoxy-2,6-dimethylphenyl)-2,6-dihydropyrrolo[2,3-c]pyrazole-3-carboxylate NC1=C(C=2C(=NN(C2C(=O)OC)CC)N1C1=C(C(=CC=C1C)OC)C)C(N)=O